4-[([5-methylpyrrolo[3,2-d]pyrimidin-4-yl]amino)methyl]-phenyl-boronic acid CN1C=CC=2N=CN=C(C21)NCC2=CC=C(C=C2)B(O)O